FC=1C=C(C=CC1CN1CCN(CC1)C(=O)OC(C(F)(F)F)C(F)(F)F)C1=CC=CC=C1 1,1,1,3,3,3-Hexafluoropropan-2-yl 4-((3-fluoro-[1,1'-biphenyl]-4-yl)methyl)piperazine-1-carboxylate